C([O-])(=O)Cl carbonochloridate